N-ethoxythiocarbonyl-histidine C(C)OC(=S)N[C@@H](CC1=CNC=N1)C(=O)O